2-(8-(8-fluoro-2-((hexahydro-1H-pyrrolizin-7a-yl)methoxy)-4-(2-oxo-1,6-diazaspiro[3.5]non-6-yl)pyrido[4,3-d]pyrimidin-7-yl)naphthalen-1-yl)acetonitrile FC1=C(N=CC2=C1N=C(N=C2N2CC1(CC(N1)=O)CCC2)OCC21CCCN1CCC2)C=2C=CC=C1C=CC=C(C21)CC#N